C(C(C)C)N1C=C(C=2C1=NC(=CC2)C(=O)N2C(C(NCC2)=O)(C)C)C2=CC(=CC=C2)OC(F)(F)F 4-[1-isobutyl-3-[3-(trifluoromethoxy)phenyl]pyrrolo[2,3-b]pyridine-6-carbonyl]-3,3-dimethyl-piperazin-2-one